ClC1=C(N=C(S1)NS(=O)(=O)C1=NC=C(C=C1C)NCC1=C(C(=CC=C1)OC)O)C1=CC(=C(C=C1)F)Cl N-(5-chloro-4-(3-chloro-4-fluorophenyl)thiazol-2-yl)-5-((2-hydroxy-3-methoxybenzyl)amino)-3-methylpyridine-2-sulfonamide